(R)-N-Cbz-3-hydroxypyrrolidine C(=O)(OCC1=CC=CC=C1)N1C[C@@H](CC1)O